CC1CN=C(CC1)C=1C=CC2=C(N=C(S2)C(F)(F)F)C1 5-(3-methyl-2,3,4,5-tetrahydropyridin-6-yl)-2-(trifluoromethyl)-1,3-benzothiazole